3-(Diallylamino)-1-phenylpropan-1-one C(C=C)N(CCC(=O)C1=CC=CC=C1)CC=C